CN(C1=CC2=C(C(=C3C([Si]2(C=C)C)=CC(C=C3)=[N+](C)C)C3=C(C=CC=C3)C)C=C1)C N-(7-(Dimethylamino)-5-methyl-10-(o-tolyl)-5-vinyldibenzo[b,e]silin-3(5H)-ylidene)-N-methylmethanaminium